2-methyl-6-[(3RS)-oxolan-3-yl]-N-{(1R)-1-[3-(trifluoromethyl)phenyl]ethyl}pyrido[3,4-d]pyrimidin-4-amine CC=1N=C(C2=C(N1)C=NC(=C2)[C@@H]2COCC2)N[C@H](C)C2=CC(=CC=C2)C(F)(F)F |&1:11|